COC=1C(=CC=2[C@@H]3N(N4C(C2C1)=CC(C=C4)=O)C(CC3)(C)C)OCCC(C)(C)OC (R)-11-methoxy-12-(3-methoxy-3-methylbutoxy)-3,3-dimethyl-8-oxo-2,3,8,13b-tetrahydro-1H-pyrido[2,1-a]pyrrolo[1,2-c]phthalazine